ClC=1C=C(/C=C/C=2C=CC(=C(C=O)C2)O)C=C(C1)Cl (E)-5-(3,5-dichlorostyryl)-2-hydroxybenzaldehyde